C1(CC1)OC1=C(N)C=C(C(=C1)I)C 2-cyclopropoxy-4-iodo-5-methylaniline